ClC1=C(C=NC(=C1)C(NCC(F)(F)F)=O)COC1=CC=CC(=N1)C1=CC(=C(CC2=NC3=C(N2C[C@H]2OCC2)C=C(C=C3)C(=O)O)C=C1F)F (S)-2-(4-(6-((4-chloro-6-((2,2,2-trifluoroethyl)carbamoyl)pyridin-3-yl)methoxy)pyridin-2-yl)-2,5-difluorobenzyl)-1-(oxetan-2-ylmethyl)-1H-benzo[d]imidazole-6-carboxylic acid